3-(2-(3-(5-fluoro-1,4,5,6-tetrahydropyrimidin-2-ylamino)benzamido)acetamido)propanoic acid FC1CN=C(NC1)NC=1C=C(C(=O)NCC(=O)NCCC(=O)O)C=CC1